5'-O-azidothymidine triammonium [NH4+].[NH4+].[NH4+].N(=[N+]=[N-])OC[C@@H]1[C@H](C[C@@H](O1)N1C(=O)NC(=O)C(C)=C1)O